7-(5,6-dimethyl-1-((2-(trimethylsilyl)ethoxy)methyl)-1H-benzo[d][1,2,3]triazol-4-yl)-2-((tetrahydro-1H-pyrrolizin-7a(5H)-yl)methoxy)-5,6,7,8-tetrahydropyrido[3,4-d]pyrimidin-4-ol CC1=C(C2=C(N(N=N2)COCC[Si](C)(C)C)C=C1C)N1CC=2N=C(N=C(C2CC1)O)OCC12CCCN2CCC1